C(C(C)C)C(C#N)(C(C#N)(C)CC(C)C)C 2,3-diisobutyl-2,3-Dimethylsuccinonitrile